ClC1=CC=C(C=C1)C1=NN(CC1C1=CC=CC=C1)C(=NS(=O)(=O)C=1N=CN(C1)C)SC methyl 3-(4-chlorophenyl)-N-((1-methyl-1H-imidazol-4-yl)sulfonyl)-4-phenyl-4,5-dihydro-1H-pyrazole-1-carbimidothioate